N-(3-fluoro-4-(1-methyl-6-(1-Boc-pyrazol-4-yl)-1H-indazol-5-yloxy)phenyl)-6-chloro-2-oxo-1-(4-fluorophenyl)-1,2-dihydropyridine-3-carboxamide FC=1C=C(C=CC1OC=1C=C2C=NN(C2=CC1C=1C=NN(C1)C(=O)OC(C)(C)C)C)NC(=O)C=1C(N(C(=CC1)Cl)C1=CC=C(C=C1)F)=O